(1-pyrimidin-2-ylcyclobutyl)methanol N1=C(N=CC=C1)C1(CCC1)CO